3-(2-Amino-9-(4-Amino-2,6-Difluorobenzyl)-9H-Purin-6-Yl)Benzonitrile NC1=NC(=C2N=CN(C2=N1)CC1=C(C=C(C=C1F)N)F)C=1C=C(C#N)C=CC1